C[C@@H]1OC(N2[C@H]1[C@@H]1CC[C@H](C2)N1C(=O)OC(C)(C)C)=O tert-butyl (1S,6R,9S,9aS)-1-methyl-3-oxohexahydro-1H,3H-6,9-epiminooxazolo[3,4-a]azepine-10-carboxylate